5-((3,4-dimethylphenyl)amino)-2-((3-fluoro-5-methylphenyl)amino)nicotinamide (1S,3R)-3-(3-{[(6-methoxypyridin-3-yl)carbonyl]amino}-1H-pyrazol-5-yl)cyclopentyl-propylcarbamate COC1=CC=C(C=N1)C(=O)NC1=NNC(=C1)[C@H]1C[C@H](CC1)N(C(O)=O)CCC.CC=1C=C(C=CC1C)NC=1C=NC(=C(C(=O)N)C1)NC1=CC(=CC(=C1)C)F